tert-butyl(1-((4-hydroxybenzyl)amino)-1-oxobuta-2-yl)carbamate C(C)(C)(C)OC(NC(C(=O)NCC1=CC=C(C=C1)O)CC)=O